5-((CIS)-1-((TRANS)-2-ethylcyclopropane-1-carbonyl)-2-((((CIS)-4-phenylcyclohexyl)oxy)methyl)piperidin-3-yl)-1H-pyrazol-2-ium C(C)[C@H]1[C@@H](C1)C(=O)N1[C@H]([C@H](CCC1)C1=CC=[NH+]N1)CO[C@@H]1CC[C@@H](CC1)C1=CC=CC=C1